(S)-(4-(difluoromethyl)-2-(2-hydroxypropan-2-yl)oxazol-5-yl)(4-(7-methoxybenzo[d]oxazol-2-yl)-6,7-dihydro-1H-imidazo[4,5-c]pyridin-5(4H)-yl)methanone FC(C=1N=C(OC1C(=O)N1[C@@H](C2=C(CC1)NC=N2)C=2OC1=C(N2)C=CC=C1OC)C(C)(C)O)F